N-(1-cyclohexylethyl)-2-(phenylamino)-1H-benzo[d]imidazole-6-sulfonamide C1(CCCCC1)C(C)NS(=O)(=O)C=1C=CC2=C(NC(=N2)NC2=CC=CC=C2)C1